C(C)N1C(N(N=C1CO)C1=C(C=C2C(=C(CN(C2=C1)C(C)C)C1=C(C=CC=C1)C)C)F)=O 4-ethyl-2-(6-fluoro-1-isopropyl-4-methyl-3-(o-tolyl)-1,2-dihydroquinolin-7-yl)-5-(hydroxymethyl)-2,4-dihydro-3H-1,2,4-triazol-3-one